C(C)(=O)C1=C(C=C(C=C1F)NC1=NC=C(C=C1[N+](=O)[O-])[N+](=O)[O-])N1N=C(C=C1C#N)C 2-[2-acetyl-5-[(3,5-dinitro-2-pyridyl)amino]-3-fluoro-phenyl]-5-methyl-pyrazole-3-carbonitrile